NC=1N=C(C=2N=CN([C@H]3[C@H](O)[C@H](O)[C@@H](CO)O3)C2N1)O 2-aminoinosine